3-hydroxy-2-(phosphonooxy)acrylic acid OC=C(C(=O)O)OP(=O)(O)O